C[Si](C)(C)N(C)C TRIMETHYlSILYLDIMETHYLAMINE